2-bromo-2,2-difluoro-1-(pyrrolidin-1-yl)ethanone BrC(C(=O)N1CCCC1)(F)F